2,3,4,5-tetrafluoro-N-(3-fluoro-4-methoxyphenyl)-6-(neopentyloxy)benzenesulfonamide FC1=C(C(=C(C(=C1F)F)F)OCC(C)(C)C)S(=O)(=O)NC1=CC(=C(C=C1)OC)F